(4-difluoromethoxy-3-{4-[6-(difluoromethoxy)pyridin-3-yl]-6-oxo-1,6-dihydropyrimidin-2-yl}benzyl)isobutyramide FC(OC1=C(C=C(CC(C(=O)N)(C)C)C=C1)C=1NC(C=C(N1)C=1C=NC(=CC1)OC(F)F)=O)F